BrC=1C=C(C[N+]2=C3N(C(C(=C2)C=2C(=NOC2C)C)=O)C=CC=C3)C=CC1 1-(3-bromobenzyl)-3-(3,5-dimethylisoxazol-4-yl)-4-oxo-4H-pyrido[1,2-a]pyrimidinium